Ethyl (2-cyano-2-(2-(3,5-dichloro-4-((1-isopropyl-6-oxo-1,6-dihydropyridazin-3-yl)oxy)phenyl)hydrazono)acetyl)carbamate C(#N)C(C(=O)NC(OCC)=O)=NNC1=CC(=C(C(=C1)Cl)OC1=NN(C(C=C1)=O)C(C)C)Cl